4-hydroxy-6-(1-methyl-1H-pyrazol-4-yl)pyrazolo[1,5-a]pyridine OC=1C=2N(C=C(C1)C=1C=NN(C1)C)N=CC2